CC1=C(C=CC(=C1C=1N=CN(C1)C)N[C@@H](CC)C1=CC=CC=C1)S(=O)(=O)N methyl-3-(1-methylimidazol-4-yl)-4-[[(1S)-1-phenylpropyl]amino]benzenesulfonamide